BrC=1C(=NC(=C(C1)NC(C(F)(F)F)=O)C#CC1=CC=CC=C1)[C@H](CC1=CC(=CC(=C1)F)F)NC(OC(C)(C)C)=O tert-butyl (S)-(1-(3-bromo-6-(phenylethynyl)-5-(2,2,2-trifluoroacetamido)pyridin-2-yl)-2-(3,5-difluorophenyl)ethyl)carbamate